CC(C=CC1=C(CCCC1(C)C)C)(C#C)O 3-methyl-1-(2,6,6-trimethylcyclohex-1-en-1-yl)pent-1-en-4-yn-3-ol